triphenylhexyl-phosphorus bromide C1(=CC=CC=C1)C(CCCCCP(Br)Br)(C1=CC=CC=C1)C1=CC=CC=C1